FC(S(=O)(=O)OC1=CC=C(C=C1)[C@H](C(=O)N(C)CCO)N)(F)F (R)-4-(1-amino-2-((2-hydroxyethyl)(methyl)amino)-2-oxoethyl)phenyl trifluoromethanesulfonate